O1C(=NC2=C1C=CC=C2)NCC(CNC2=NC=C(C=N2)SC)(C)C N1-(benzo[d]oxazol-2-yl)-2,2-dimethyl-N3-(5-(methylthio)pyrimidin-2-yl)propane-1,3-diamine